3-glycidoxy-propyltriethoxysilane C(C1CO1)OCCC[Si](OCC)(OCC)OCC